N-(3-chloro-5-(methylsulfonamido)phenyl)-4-(3-fluoro-5-((1-methylazetidin-3-yl)oxy)pyridin-2-yl)-5-methylthiophene-2-carboxamide ClC=1C=C(C=C(C1)NS(=O)(=O)C)NC(=O)C=1SC(=C(C1)C1=NC=C(C=C1F)OC1CN(C1)C)C